N-(thiepane-4-yl)amidosulfuric acid S1CCC(CCC1)NS(O)(=O)=O